N1=CC(=CC=C1)C(C)S(=O)(=O)N pyridin-3-ylethane-1-sulfonamide